The molecule is an organonitrogen compound, an organooxygen compound and a tert-butyl ester. It derives from an alpha-amino acid. CC(C)(C)OC(=O)CC[C@]1([C@@H](OC(=N1)C2=CC=C(C=C2)OCCCO)C3=CC=CC=C3)C(=O)N4CCCCC4